C(#N)C=1C=C(C(=C2C(=C(NC12)C)C)N1C[C@H](CCC1)NC(OC(C)(C)C)=O)F (S)-tert-Butyl (1-(7-cyano-5-fluoro-2,3-dimethyl-1H-indol-4-yl) piperidin-3-yl)carbamate